2-(4-(2-acetyl-5-chlorophenyl)-5-methoxy-2-oxopyridin-1(2H)-yl)-3-(p-methylphenyl)propanoic acid tert-butyl ester C(C)(C)(C)OC(C(CC1=CC=C(C=C1)C)N1C(C=C(C(=C1)OC)C1=C(C=CC(=C1)Cl)C(C)=O)=O)=O